FC1=C2C=NN(C2=C(C(=C1)N)OC)C(C([2H])([2H])[2H])([2H])[2H] 4-Fluoro-7-methoxy-1-(1,1,2,2,2-pentadeuterioethyl)indazol-6-amine